O=C1NC(CCC1C1=NN(C2=CC=CC=C12)CC(=O)NC1=CN=C(S1)C)=O 2-(3-(2,6-dioxopiperidin-3-yl)-1H-indazol-1-yl)-N-(2-methylthiazol-5-yl)-acetamide